FC1=C(C(=CC=C1)F)C1=CC=CC2=C1C(=NO2)N2C(N1C(=C2)C[C@@H](C1)NS(=O)(=O)CC)=O N-{(6S)-2-[4-(2,6-difluorophenyl)-1,2-benzoxazol-3-yl]-3-oxo-2,5,6,7-tetrahydro-3H-pyrrolo[1,2-c]imidazol-6-yl}ethanesulfonamide